C(=O)(OC(C)(C)C)N1C=C(C2=CC=CC=C12)C#N N-Boc-3-cyanoindole